C[C@H]1CCC[C@H](N1)C1=NC=C(C=C1)C(F)(F)F |r| (+-)-2-((2S,6S)-6-methylpiperidin-2-yl)-5-(trifluoromethyl)pyridine